amino-[1,1'-biphenyl]-4-ol NC1=C(C=CC(=C1)O)C1=CC=CC=C1